1-(2-4-methoxyphenylethyl)-1H-Indazole-6-carboxylic acid hydroxyamide ONC(=O)C1=CC=C2C=NN(C2=C1)CCC1=CC=C(C=C1)OC